ClC=1C(=C(C=CC1)NC1=NC=NC2=CC(=C(C=C12)NC(C=C)=O)C#CC1(CN(CC1)C)F)F N-(4-((3-chloro-2-fluorophenyl)amino)-7-((3-fluoro-1-methylpyrrolidin-3-yl)ethynyl)quinazolin-6-yl)acrylamide